O[C@@H](CC=O)C1=CC=C(C=C1)C (S)-3-hydroxy-3-(4-methylphenyl)-propanal